6-(benzyloxy)-1-(5-(4-chlorophenyl)pyrazin-2-yl)-5,7-difluoro-1H-indazole C(C1=CC=CC=C1)OC1=C(C=C2C=NN(C2=C1F)C1=NC=C(N=C1)C1=CC=C(C=C1)Cl)F